C(C)OC1=C(C(C1=O)=O)NC1=C(C(=NC=C1)C(=O)N(C)C)O 4-((2-ethoxy-3,4-dioxocyclobut-1-en-1-yl)amino)-3-hydroxy-N,N-dimethylpyridinecarboxamide